3-(4-Chloro-phenyl)-adamantane-1-carboxylic acid 3,4-difluoro-benzylamide FC=1C=C(CNC(=O)C23CC4(CC(CC(C2)C4)C3)C3=CC=C(C=C3)Cl)C=CC1F